OCC1=C(C=C(C#N)C=C1)I 4-(hydroxymethyl)-3-iodo-benzonitrile